C(C)(=O)C1=C(C2=C(N=C(N=C2)NC2=NC=C(C=C2)N2CCOCC2)N(C1=O)C1CCCC1)C 6-acetyl-8-cyclopentyl-5-methyl-2-(5-morpholin-4-yl-pyridin-2-ylamino)-8H-pyrido[2,3-d]Pyrimidin-7-one